C(C)(C)(C)OC(=O)N1CC2C(C2C1)NC1=CC=NC2=CC=C(C=C12)F.OC1=CC=C(C=C1)C(C)(C)C1=C(C=C(C=C1)O)O 2-(4-hydroxyphenyl)-2-(2,4-dihydroxyphenyl)propane tert-butyl-6-((6-fluoroquinolin-4-yl)amino)-3-azabicyclo[3.1.0]hexane-3-carboxylate